N[C@@H](CNC1=NC(=C2C(=N1)N(N=C2)C)NC21CC(C2)(C1)F)C1=CC=CC=C1 N6-[(2R)-2-amino-2-phenyl-ethyl]-N4-(3-fluoro-1-bicyclo[1.1.1]pentanyl)-1-methyl-pyrazolo[3,4-d]pyrimidine-4,6-diamine